NC(CO)(CO)C 2-Amino-2-methyl-propan-1,3-diol